3-[[[4-(adamantan-1-yl)phenoxy]acetyl]amino]-4-hydroxybenzoic acid methyl ester COC(C1=CC(=C(C=C1)O)NC(COC1=CC=C(C=C1)C12CC3CC(CC(C1)C3)C2)=O)=O